N-(1-(4-chlorophenyl)-2,2,2-trifluoroethyl)-N-methylthiazolo[4,5-b]pyridine-6-sulfonamide ClC1=CC=C(C=C1)C(C(F)(F)F)N(S(=O)(=O)C=1C=C2C(=NC1)N=CS2)C